4-{[3-(8-{[(3S,4R)-3-fluoro-1-methylpiperidin-4-yl]amino}-3-(2,2,2-trifluoroethyl)imidazo[1,2-a]pyridin-2-yl)prop-2-yn-1-yl]amino}-N-methylbenzamide F[C@H]1CN(CC[C@H]1NC=1C=2N(C=CC1)C(=C(N2)C#CCNC2=CC=C(C(=O)NC)C=C2)CC(F)(F)F)C